2,4,6-triiodobenzene-1,3,5-triol IC1=C(C(=C(C(=C1O)I)O)I)O